4,5-bis(trifluoromethyl)-1,2-phenylenediamine FC(C1=CC(=C(C=C1C(F)(F)F)N)N)(F)F